C(CC)[Na] propylSodium